FC1=CC=C(C=C1)CCC=O 3-(4-fluorophenyl)propan-1-one